C(#N)CN1CC2=C(CC1)N=C(S2)C=2C(=CC(=NC2)NC(C)=O)NC2=NC(=NC(=C2)C)C(C)(F)F N-(5-(5-(cyanomethyl)-4,5,6,7-tetrahydrothiazolo[5,4-c]pyridin-2-yl)-4-((2-(1,1-difluoroethyl)-6-methyl-pyrimidin-4-yl)amino)pyridin-2-yl)acetamide